NC(C(=O)O)(C(C)C)C 2-amino-2-methylisovaleric acid